3-{5-[5-Fluoro-6-(2-methoxyethoxy)-1H-indazol-3-yl]-isoxazol-3-yl}-N,N-dimethylbenzamid FC=1C=C2C(=NNC2=CC1OCCOC)C1=CC(=NO1)C=1C=C(C(=O)N(C)C)C=CC1